OCCCC1=C(C2=CC=CC=C2C(=C1)[N+](=O)[O-])C(=O)O (3-hydroxypropyl)-4-nitro-1-naphthoic acid